sodium linoleoyl sarcosinate N(C)CC(=O)OC(CCCCCCC\C=C/C\C=C/CCCCC)=O.[Na]